BrC=1C(=C(C=C(C1)F)C(C)=N[S@@](=O)C(C)(C)C)C (S)-N-(1-(3-bromo-5-fluoro-2-methylphenyl)ethylidene)-2-methylpropane-2-sulfinamide